C(C)(C)(C)OC(=O)N1CCN(CC1)C1=NC=C(C=N1)C=C(F)F 4-(5-(2,2-Difluorovinyl)pyrimidin-2-yl)piperazine-1-carboxylic acid tert-butyl ester